6'-bromo-1'H-spiro[cyclopropane-1,4'-isoquinoline]-1',3'(2'H)-dione BrC=1C=C2C3(C(NC(C2=CC1)=O)=O)CC3